(s)-6-(2-(1-methyl-1H-pyrazol-4-yl)morpholino)-2-(methylthio)pyrimidin-4-amine CN1N=CC(=C1)[C@@H]1OCCN(C1)C1=CC(=NC(=N1)SC)N